OC(=O)C(F)(F)F.COC1=C(C(=CC(=C1)C1=CN(C(C(=C1C)C)=O)C)OC)CN1CC(C(CC1)N1CCN(CC1)C1=C(C=C(NC2C(NC(CC2)=O)=O)C=C1)F)(F)F 3-[4-[4-[1-[[2,6-dimethoxy-4-(1,4,5-trimethyl-6-oxo-3-pyridyl)phenyl]methyl]-3,3-difluoro-4-piperidyl]piperazin-1-yl]-3-fluoro-anilino]piperidine-2,6-dione TFA salt